(S)-2-(3-(1-(difluoro(4-methyl-4H-1,2,4-triazol-3-yl)methyl)-3,3-difluorocyclobutyl)phenyl)-6-((2-isopropyl-4-methylpiperazin-1-yl)methyl)-4-(trifluoromethyl)isoindolin-1-one FC(C1(CC(C1)(F)F)C=1C=C(C=CC1)N1C(C2=CC(=CC(=C2C1)C(F)(F)F)CN1[C@H](CN(CC1)C)C(C)C)=O)(C1=NN=CN1C)F